methyl-4-[(1-methylcyclopropyl)amino]-N-[(3-methylphenyl)methyl]furo[2,3-d]pyrimidine-5-carboxamide CC=1N=C(C2=C(N1)OC=C2C(=O)NCC2=CC(=CC=C2)C)NC2(CC2)C